ClC=1C=CC(=C(C1)[C@H]1C[C@H](C1)NC(=O)C=1C=NN(C1)[C@H](C)C1=NC=C(C=C1F)N1C([C@@H]2C[C@@H]2C1)=O)C#N |o1:19| N-((cis)-3-(5-chloro-2-cyanophenyl)cyclobutyl)-1-((R or S)-1-(3-fluoro-5-((1R,5S)-2-oxo-3-azabicyclo[3.1.0]hexan-3-yl)pyridin-2-yl)ethyl)-1H-pyrazole-4-carboxamide